6-(2-(4-Fluorophenyl)-1H-pyrrolo[2,3-b]pyridin-5-yl)-N-(3,3,3-trifluoro-2-hydroxy-propyl)picolinamide FC1=CC=C(C=C1)C1=CC=2C(=NC=C(C2)C2=CC=CC(=N2)C(=O)NCC(C(F)(F)F)O)N1